C(CCCCCCCCC)NCCS(=O)(=O)O decyl-sulfoethylamine